N[C@H](C(=O)NC1=C(C(=C(C=C1)I)Cl)C(C1=C(C=CC=C1F)F)=O)C (2S)-2-amino-N-[3-chloro-2-(2,6-difluorobenzoyl)-4-iodo-phenyl]Propionamide